11-(2,4-difluorophenyl)-10-(trifluoromethyl)-3,4-dihydro-2H,6H-[1,4]thiazepino[2,3,4-ij]quinazoline-6,8(7H)-dione FC1=C(C=CC(=C1)F)C1=C(C=C2C(NC(N3C2=C1SCCC3)=O)=O)C(F)(F)F